O1CCNC[C@H](C1)NC(OC(C)(C)C)=O tert-butyl N-[(6R)-1,4-oxazepan-6-yl]carbamate